ClC=1C=C(C=C(C1OC=1C=C2C(=CC(=NC2=CC1)C=1C=NC(=CC1)C(F)(F)F)C)Cl)N1N=C(C(NC1=O)=O)C#N 2-(3,5-Dichloro-4-((2-(6-trifluoromethylpyridin-3-yl)-4-methylquinolin-6-yl)oxy)phenyl)-3,5-dioxo-2,3,4,5-tetrahydro-1,2,4-triazine-6-carbonitrile